[N-](S(=O)(=O)C(F)(F)F)S(=O)(=O)C(F)(F)F.C[N+]1(CCCCC1)CCCCCC 1-Methyl-1-hexylpiperidinium bis(trifluoromethanesulfonyl)imide